BrC1=CC=C2C(CC3(CCCCC3)OC2=C1)=O 7-Bromospiro[chroman-2,1'-cyclohexane]-4-one